tert-butyl 4-(6-(4-fluorophenyl)-4-(1-methyl-1H-pyrazol-3-yl)pyridin-3-yl)piperazine-1-carboxylate FC1=CC=C(C=C1)C1=CC(=C(C=N1)N1CCN(CC1)C(=O)OC(C)(C)C)C1=NN(C=C1)C